FC1=C2C=C(NC2=CC(=C1C=1C=NC=C(C1)OC)F)C=1C=CC(=NC1)N1CCOCC1 4-(5-(4,6-difluoro-5-(5-methoxypyridin-3-yl)-1H-indol-2-yl)pyridin-2-yl)morpholine